tert-butyl-((4-(iodomethyl)benzyl)oxy)dimethylsilane C(C)(C)(C)[Si](C)(C)OCC1=CC=C(C=C1)CI